4,6-diisopropyl-m-phenylenediamine C(C)(C)C1=C(C=C(C(=C1)C(C)C)N)N